N-(3-((2R,5R)-5-((R)-(3-Fluorophenyl)(hydroxy)methyl)pyrrolidin-2-yl)phenyl)methanesulfonamide FC=1C=C(C=CC1)[C@H]([C@H]1CC[C@@H](N1)C=1C=C(C=CC1)NS(=O)(=O)C)O